(S)-8-bromo-3-methyl-3,4-dihydro-2H-benzo[b][1,4]oxazine BrC1=CC=CC2=C1OC[C@@H](N2)C